2-ethoxy-1-ethoxycarbonyl-1,2-dihydro-quinoline C(C)OC1N(C2=CC=CC=C2C=C1)C(=O)OCC